C(C1=CC=CC=C1)N1C2=NC=NC(=C2N=C1C1=C(C=C(C=C1)CC(=O)N)Cl)OC1(CC1)C 2-(4-(9-benzyl-6-(1-methylcyclopropoxy)-9H-purin-8-yl)-3-chlorophenyl)acetamide